[Cl-].C1(=CC=CC=C1)P(C1=CC=CC=C1)CC.[Rh+3].[Cl-].[Cl-] Rhodium (diphenylphosphinoethane) chloride